[6-(difluoromethyl)-2-methanesulfonylpyrido[3,4-d]pyrimidin-8-yl]-2,6-diazaspiro[3.4]octane-6-carboxylic acid tert-butyl ester C(C)(C)(C)OC(=O)N1CC2(CNC2C2=NC(=CC3=C2N=C(N=C3)S(=O)(=O)C)C(F)F)CC1